FC=1C=CC(=NC1)C=1C=CC2=C(C3=C(C(N(C2)C)=O)N=CC=C3)C1 10-(5-Fluoro-pyridin-2-yl)-6-methyl-6,7-dihydro-4,6-diaza-dibenzo[a,c]cyclohepten-5-one